2-(((3-(2-(2-(3-((2-hydroxyethyl)carbamoyl)azetidin-1-yl)ethoxy)ethoxy)-propanoyl)oxy)methyl)propane-1,3-diyl bis(2-hexyldecanoate) C(CCCCC)C(C(=O)OCC(COC(C(CCCCCCCC)CCCCCC)=O)COC(CCOCCOCCN1CC(C1)C(NCCO)=O)=O)CCCCCCCC